O[C@@](CCC1=C(C(=C(C(=C1C)O)C)C)O)(CC\C=C(\CCC=C(C)C)/C)C (R,E)-2-(3-hydroxy-3,7,11-trimethyldodeca-6,10-dien-1-yl)-3,5,6-trimethylbenzene-1,4-diol